methyl(oxazol-5-yl)((4-((5-(trifluoromethyl)-1,2,4-oxadiazol-3-yl)methyl)phenyl)imino)-λ6-sulfanone CS(=O)(=NC1=CC=C(C=C1)CC1=NOC(=N1)C(F)(F)F)C1=CN=CO1